(2S)-2-(9H-fluoren-9-yl-methoxycarbonyl-amino)-3-(3-fluorophenyl)propanoic acid C1=CC=CC=2C3=CC=CC=C3C(C12)N([C@H](C(=O)O)CC1=CC(=CC=C1)F)C(=O)OC